C(C)OC(=O)C1=CC2=C(O1)CC1(C(NC3=NC=CC=C31)=O)C2 oxo-1',2',4,6-tetrahydrospiro[cyclopenta[b]furan-5,3'-pyrrolo[2,3-b]pyridine]-2-carboxylic acid ethyl ester